tert-butyl (R)-3-((5-fluoro-4-(7-methoxy-6-(2-oxopyrrolidin-1-yl)imidazo[1,2-b]pyridazin-3-yl)pyrimidin-2-yl)amino)piperidine-1-carboxylate FC=1C(=NC(=NC1)N[C@H]1CN(CCC1)C(=O)OC(C)(C)C)C1=CN=C2N1N=C(C(=C2)OC)N2C(CCC2)=O